B(O)(O)CCC=1C(=C(C(=O)O)C(=CC1)OC1CN(C1)C([C@H]1NCC(C1)(C)C)=O)O 3-(2-Boronoethyl)-6-{[1-(4,4-dimethyl-L-prolyl)azetidin-3-yl]oxy}-2-hydroxybenzoic acid